IC1=CC=C(OP(=O)(CCC=C(C)C)N[C@@H](C)C(=O)OCC2=CC=CC=C2)C=C1 Benzyl ((4-iodophenoxy)(4-methylpent-3-en-1-yl)phosphoryl)alaninate